1-(4-chlorophenyl)-2-phenylbut-2-en-1-one ClC1=CC=C(C=C1)C(C(=CC)C1=CC=CC=C1)=O